(2S,4s,6S)-7-((5-methoxy-7-methyl-1H-indol-4-yl)methyl)-6-(4-(3-oxopiperazine-1-carbonyl)phenyl)-7-azaspiro[3.5]nonane-2-carbonitrile COC=1C(=C2C=CNC2=C(C1)C)CN1[C@@H](CC2(CC(C2)C#N)CC1)C1=CC=C(C=C1)C(=O)N1CC(NCC1)=O